3-(((1R,5R)-1-(difluoromethyl)-3-azabicyclo[3.1.0]hex-3-yl)carbonyl)-1,5,7-trimethyl-1,5-dihydro-4H-pyrrolo[3,2-c]pyridin-4-one FC([C@]12CN(C[C@@H]2C1)C(=O)C1=CN(C2=C1C(N(C=C2C)C)=O)C)F